n-octyl-heptaethylene glycol C(CCCCCCC)C(COCCOCCOCCOCCOCCOCCO)O